5-(4-benzhydryl-piperazin-1-yl)-4-methyl-benzofuran-2-carboxylic acid C(C1=CC=CC=C1)(C1=CC=CC=C1)N1CCN(CC1)C=1C=CC2=C(C=C(O2)C(=O)O)C1C